FC1=CC=C(OC2=CC=C(C=C2)N=C2SC=C(N2)C2=CC=CC=C2)C=C1 2-((4-(4-fluorophenoxy)phenyl)imino)-4-phenylthiazole